1H-pyrrolo[2,3-b]pyridine-2,6-dicarboxylic acid diethyl ester C(C)OC(=O)C1=CC=2C(=NC(=CC2)C(=O)OCC)N1